ClC1=CC=NC2=C(C=C(C=C12)C1=CN(C2=NC=C(C=C21)C(=O)NCCCNC(OC(C)(C)C)=O)S(=O)(=O)C2=CC=C(C=C2)C)F tert-Butyl N-(3-{[3-(4-chloro-8-fluoroquinolin-6-yl)-1-(4-methylbenzenesulfonyl)-1H-pyrrolo[2,3-b]pyridin-5-yl]formamido}propyl)carbamate